FC1=CC=C(C=C1)C1N(CCC2=CC=CC=C12)C(=O)OC1[C@@H]2CNCC1CC2 (1S)-3-aza-bicyclo[3.2.1]octan-8-yl 1-(4-fluorophenyl)-3,4-dihydroisoquinoline-2(1H)-carboxylate